S1C(=NC=C1)N1CCC(CC1)CC(=O)N 2-(1-(thiazol-2-yl)piperidin-4-yl)acetamide